CC1(CCC(CC1)N1C2=NC(=NC=C2N=C1NC1=C(C=C(C=C1F)F)F)NC1CCOCC1)C(=O)N (1s,4s)-1-methyl-4-(2-(tetrahydro-2H-pyran-4-ylamino)-8-(2,4,6-trifluorophenylamino)-9H-purin-9-yl)cyclohexanecarboxamide